N-((5-(2,5-dihydroxyphenyl)-1H-pyrazol-3-yl)methyl)-2-(trifluoromethoxy)benzamide OC1=C(C=C(C=C1)O)C1=CC(=NN1)CNC(C1=C(C=CC=C1)OC(F)(F)F)=O